OCCCCOC=1C=C2C=CC(=CC2=CC1)C1(C2=CC=CC=C2C=2C=CC=CC12)C1=CC2=CC=C(C=C2C=C1)OCCCCO 9,9-bis[6-(4-hydroxy-butoxy)naphthalen-2-yl]fluorene